bis(sec-butylamino)silane C(C)(CC)N[SiH2]NC(C)CC